C(C)C1=C(C=CC(=C1)N1[C@H](CNCC1)COC)NC1=NC=C(C(=N1)C1=CC2=C(C(N(CCS2(=O)=O)C)=O)S1)C(F)(F)F (R)-7-(2-((2-ethyl-4-(2-(methoxymethyl)piperazin-1-yl)phenyl)amino)-5-(trifluoromethyl)pyrimidin-4-yl)-4-methyl-3,4-dihydrothieno[2,3-f][1,4]thiazepin-5(2H)-one 1,1-dioxide